BrC=1C(=NC=C(C1)B1OC(C(O1)(C)C)(C)C)OC 3-bromo-2-methoxy-5-(4,4,5,5-tetramethyl-1,3,2-dioxaborolan-2-yl)pyridine